1-(1-(bicyclo[1.1.1]pentan-1-yl)-1H-pyrazol-4-yl)-6-(4-(4-((tert-butyldiphenylsilyl)oxy)-3-methyltetrahydrofuran-3-yl)-2-methylpiperazin-1-yl)-5-chloro-1H-indazole C12(CC(C1)C2)N2N=CC(=C2)N2N=CC1=CC(=C(C=C21)N2C(CN(CC2)C2(COCC2O[Si](C2=CC=CC=C2)(C2=CC=CC=C2)C(C)(C)C)C)C)Cl